4-(3-(4-(pyridin-3-yl)phenyl)-5-(quinoxalin-6-yl)-4,5-dihydro-1H-pyrazol-1-yl)butanoic acid N1=CC(=CC=C1)C1=CC=C(C=C1)C1=NN(C(C1)C=1C=C2N=CC=NC2=CC1)CCCC(=O)O